allyloxy-2,4-dichlorophenoxyimidazole C(C=C)OC=1N=C(NC1)OC1=C(C=C(C=C1)Cl)Cl